N1C(=CC=C1)CN1CCN(CC1)C1=NC2=CC=C(C=C2C(=C1)C)NC(=S)NCCN(CC)CC 1-(2-(4-((1H-pyrrol-2-yl)methyl)piperazin-1-yl)-4-methylquinolin-6-yl)-3-(2-(diethylamino)ethyl)thiourea